Carboxy(1,10-phenanthroline) silver trifluoromethanesulfonate sodium persulfate S(=O)(=O)([O-])OOS(=O)(=O)[O-].[Na+].FC(S(=O)(=O)O)(F)F.[Ag+].C(=O)(O)C1=NC2=C3N=CC=CC3=CC=C2C=C1